CC(C(C)CC)CC(C)C 3,5-dimethyl-2-ethyl-hexane